C(C1=CC=CC=C1)OC1=CC=C2C=C(C3(C2=C1)CCC(CC3)(C(=O)OC)NC3=CC(=CC=C3)Cl)C[C@H](CO)C methyl (1r,4R)-6'-(benzyloxy)-4-(3-chloroanilino)-2'-[(2R)-3-hydroxy-2-methylpropyl]spiro[cyclohexane-1,1'-indene]-4-carboxylate